N-[3-Chloro-2-fluoro-4-[(1-fluorocyclopropyl)methoxy]phenyl]-6-(4,7-diazaspiro[2.5]octan-7-yl)-7-fluoro-pyrido[3,2-d]pyrimidin-4-amine ClC=1C(=C(C=CC1OCC1(CC1)F)NC=1C2=C(N=CN1)C=C(C(=N2)N2CCNC1(CC1)C2)F)F